3-methylimidazo[1,5-a]pyridine CC1=NC=C2N1C=CC=C2